FC=1C=C2C(=C(NC2=C(C1)F)C1=C(C(=C(C(=C1[2H])[2H])F)[2H])[2H])CCC(=O)O 3-(5,7-Difluoro-2-(4-fluorophenyl-2,3,5,6-d4)-1H-indol-3-yl)propanoic acid